C(C)(C)(C)N1C(=NC2=C1C=C(C=C2OC)C#N)NC(=O)C21CCC(C2)C1 N-(1-(tert-butyl)-6-cyano-4-methoxy-1H-benzo[d]imidazol-2-yl)bicyclo[2.1.1]hexane-1-carboxamide